(3'-hydroxy-2,4-dihydro-1H-spiro[isoquinoline-3,4'-piperidin]-1'-yl)(6-(2-methoxypropan-2-yl)imidazo[1,2-a]pyridin-2-yl)methanone OC1CN(CCC12NCC1=CC=CC=C1C2)C(=O)C=2N=C1N(C=C(C=C1)C(C)(C)OC)C2